3-bromo-6-chloro-2-fluoro-pyridine BrC=1C(=NC(=CC1)Cl)F